3-(4-aminophenylethyl)-2-(1-(4-bromophenyl)-3-(5-chloropyridin-2-yl)-1H-pyrazol-4-yl)-5-methyloxazolidin-4-one NC1=CC=C(C=C1)CCN1C(OC(C1=O)C)C=1C(=NN(C1)C1=CC=C(C=C1)Br)C1=NC=C(C=C1)Cl